CC1OC(OC1)=O 4-methyl-1,3-dioxolan-2-one